C(C1=CC=CC=C1)N1CCC(CC1)C(=O)NCC1=C(C=C(C=C1)Br)Cl 1-benzyl-N-(4-bromo-2-chlorobenzyl)piperidine-4-carboxamide